C\C(=C/COCC1=CC=C(C#N)C=C1)\CCC=C(C)C (E)-4-(((3,7-dimethylocta-2,6-dien-1-yl)oxy)methyl)benzonitrile